N-(1-cyano-2-ethylperoxyethyl)-2-trifluoromethylbenzamide C(#N)C(COOCC)NC(C1=C(C=CC=C1)C(F)(F)F)=O